N-(2-(3-(5-ethoxy-4-(trifluoro-methyl)pyridin-2-yl)-1,2,4-thiadiazol-5-ylamino)pyridin-3-yl)-N-methyl-acetamide C(C)OC=1C(=CC(=NC1)C1=NSC(=N1)NC1=NC=CC=C1N(C(C)=O)C)C(F)(F)F